3-cyano-N-((1S)-1-(1-(5-((ethyl(methyl)(oxo)-λ6-sulfaneylidene)amino)pyridin-2-yl)-3-methyl-1H-1,2,4-triazol-5-yl)ethyl)-5-(trifluoromethyl)benzamide C(#N)C=1C=C(C(=O)N[C@@H](C)C2=NC(=NN2C2=NC=C(C=C2)N=S(=O)(C)CC)C)C=C(C1)C(F)(F)F